2-(chloromethyl)-4-fluoro-3-[(2S)-oxetan-2-ylmethyl]-1,3-benzodiazole-5-carboxylate ClCC=1N(C2=C(N1)C=CC(=C2F)C(=O)[O-])C[C@H]2OCC2